OC[C@H](C1=CC=CC=C1)NC1=NC(=NC=C1C1=NC=NO1)NC1=CC=C2C(=N1)C(NC2=O)C 2-((4-(((S)-2-hydroxy-1-phenylethyl)amino)-5-(1,2,4-oxadiazol-5-yl)pyrimidin-2-yl)amino)-7-methyl-6,7-dihydro-5H-pyrrolo[3,4-b]pyridin-5-one